2-amino-5-oxo-7-propan-2-ylchromeno[2,3-b]pyridine-3-carboxylic acid NC1=C(C=C2C(=N1)OC1=CC=C(C=C1C2=O)C(C)C)C(=O)O